C(C)(C)(C)OC(=O)N(C1CCN(CC1)C1=NC=C(C(=N1)C1=CC(=C(C=C1)C#N)F)Cl)CC1=CC=C(C=C1)/C=C/C(=O)O (E)-3-(4-(((Tert-butoxycarbonyl)(1-(5-chloro-4-(4-cyano-3-fluorophenyl)pyrimidin-2-yl)piperidin-4-yl)amino)methyl)phenyl)acrylic acid